2-amino-5-bromo-3-ethenyl-6-fluorobenzaldehyde NC1=C(C=O)C(=C(C=C1C=C)Br)F